rac-N-((4R,5S)-7-ethyl-3-methyl-6-oxo-4-(3-(2-oxo-2,5-dihydro-1H-pyrrol-1-yl)phenyl)-1-phenyl-4,5,6,7-tetrahydro-1H-pyrazolo[3,4-b]pyridin-5-yl)-3-(trifluoromethyl)benzamide C(C)N1C2=C([C@H]([C@@H](C1=O)NC(C1=CC(=CC=C1)C(F)(F)F)=O)C1=CC(=CC=C1)N1C(C=CC1)=O)C(=NN2C2=CC=CC=C2)C |r|